The molecule is an imidazole tautomer which has the migrating hydrogen at position 1. It is a mancude organic heteromonocyclic parent, a monocyclic heteroarene and an imidazole. It is a conjugate base of an imidazolium cation. It is a conjugate acid of an imidazolide. It is a tautomer of a 4H-imidazole. C1=CN=CN1